C=CCCC(CCCCC)O decene-5-yl alcohol